CN(CCOC1=CC=2N=CN=C(C2N=C1NC(=O)C1(CC1)C(F)(F)F)C=1C(=NN(C1)C)C1=CC=CC=C1)C N-(7-(2-(dimethylamino)ethoxy)-4-(1-methyl-3-phenyl-1H-pyrazol-4-yl)pyrido[3,2-d]pyrimidin-6-yl)-1-(trifluoromethyl)cyclopropane-1-carboxamide